C1(CC1)N1N=CC=C(C1=O)NC(=O)C1=CC2=CN(N=C2C=C1OC(C)C)C12COC(C1)(C2)C N-(2-cyclopropyl-3-oxo-pyridazin-4-yl)-6-isopropoxy-2-(1-methyl-2-oxabicyclo[2.1.1]hexan-4-yl)indazole-5-carboxamide